NC1=CC=C(C=C1)N1C(CN(CC1)C)CO (1-(4-aminophenyl)-4-methylpiperazin-2-yl)methanol